N1=C(C=NC=C1)C1C(C2CCC1O2)C(=O)N 3-(pyrazin-2-yl)-7-oxabicyclo[2.2.1]heptane-2-carboxamide